1-[(2S)-1,1,1-Trifluoropropan-2-yl]piperidin-4-one FC([C@H](C)N1CCC(CC1)=O)(F)F